(S)-2-((1-(tert-butoxy)vinyl)amino)-N-hydroxy-3-phenylpropionamide C(C)(C)(C)OC(=C)N[C@H](C(=O)NO)CC1=CC=CC=C1